Tri(2,2-dimethyl-1-pentyl)citrate CC(CC(C(C(C(=O)[O-])(CC(CCC)(C)C)CC(CCC)(C)C)(O)C(=O)[O-])C(=O)[O-])(CCC)C